6-(Tert-Butylsulfonyl)-3-(2-fluoro-6-methoxypyridin-4-yl)-7-methoxyimidazo[1,2-a]pyridine C(C)(C)(C)S(=O)(=O)C=1C(=CC=2N(C1)C(=CN2)C2=CC(=NC(=C2)OC)F)OC